1-cyclopropyl-5-[6-(cyclopropylamino)-2-fluoropyridin-3-yl]-N-[(3S)-2-oxo-5-phenyl-1,3-dihydro-1,4-benzodiazepine-3-yl]Pyrazole-4-carboxamide C1(CC1)N1N=CC(=C1C=1C(=NC(=CC1)NC1CC1)F)C(=O)N[C@@H]1C(NC2=C(C(=N1)C1=CC=CC=C1)C=CC=C2)=O